ClC1=CC=C2C(=N1)N=C(O2)N2CCN(CC2)C(=O)C2=CC(=C(C=C2)C=2N=NNC2)C (4-(5-chlorooxazolo[4,5-b]pyridin-2-yl)piperazin-1-yl)(3-methyl-4-(1H-1,2,3-triazol-4-yl)phenyl)methanone